NC=1N=C(C2=C(N1)NC(=C2)C2=CC(=NC=C2)NC)C=2C(=C(C=CC2)N2C(C1=C(C=C(C=C1C=C2)C2CC2)F)=O)CO 2-(3-{2-amino-6-[2-(methylamino)pyridin-4-yl]-7H-pyrrolo[2,3-d]pyrimidin-4-yl}-2-(hydroxymethyl)phenyl)-6-cyclopropyl-8-fluoroisoquinolin-1(2H)-one